ClC=1C=C(CN2C[C@H](CCC2)C=2NC(N(N2)C2=CC=C(C=C2)OC)=O)C=CC1Cl (S)-5-(1-(3,4-dichlorobenzyl)piperidin-3-yl)-2-(4-methoxyphenyl)-2,4-dihydro-3H-1,2,4-triazol-3-one